NC1=CC(=C2C(N(CCCCC[C@@](C3=NN=C(C1=N2)O3)(C(F)(F)F)O)CC3=CC(=C(C=C3)OC(F)(F)F)Cl)=O)C(F)(F)F (6R)-17-amino-12-[[3-chloro-4-(trifluoromethoxy)phenyl]methyl]-6-hydroxy-6,15-bis(trifluoromethyl)-19-oxa-3,4,12,18-tetrazatricyclo[12.3.1.12,5]nonadeca-1(18),2,4,14,16-pentaen-13-one